6-nonenal C(CCCCC=CCC)=O